OC1=CC2=CC3=CC4=CC5=CC=CC=C5C=C4C=C3C=C2C=C1O 2,3-dihydroxypentacene